C(C)C1=CC=C(C=C1)N1N=C2C=CC=CC2=C1 (4-ethylphenyl)-2H-indazole